N[C@@H](CS)C(=O)NCC(=O)O cysteinylglycine